(2S,5S)-15-heptyl-2-isobutyl-N5-methoxy-N5,N7,N7-trimethyl-3,16-dioxo-1,4-diazacyclohexadecane-5,7-dicarboxamide C(CCCCCC)C1CCCCCCCC(C[C@H](NC([C@@H](NC1=O)CC(C)C)=O)C(=O)N(C)OC)C(=O)N(C)C